F[C@H]1C[C@]2(CC(CN2C1)=C)C(=O)OC methyl (2S,7aR)-2-fluoro-6-methylidene-tetrahydro-1H-pyrrolizine-7a-carboxylate